C(C)(C)C1N2C(C3=CC(=C(C=C3C1)OCCCOC)C(CCC1=CC=CC=C1)=O)=CC(C(=C2)C(=O)O)=O 6-isopropyl-9-(3-methoxypropoxy)-2-oxo-10-(3-phenylpropanoyl)-6,7-dihydro-2H-pyrido[2,1-a]isoquinoline-3-carboxylic acid